dopamine boron [B].NCCC1=CC(O)=C(O)C=C1